BrCC(=O)[O-] alpha-bromoacetate